CN1CCN(CC1)CCCOC1=CC=C(C=C1)S(=O)(=O)NCCCC1=CNC2=CC=C(C=C12)C1=CC=CC=C1 4-(3-(4-methylpiperazin-1-yl)propoxy)-N-(3-(5-phenyl-1H-indol-3-yl)propyl)benzenesulfonamide